CC1=NOC(=C1C=1C=CC(=C2C=CC=NC12)CCC(=O)O)C 3-(8-(3,5-dimethylisoxazol-4-yl)quinolin-5-yl)propionic acid